ClC1=C(C=C(C(=C1)Cl)C1=C(C(=CC=C1C#N)OC[C@H]1OCCC1)F)C(CNC1CCC(CC1)C(=O)[O-])C1=CC=CC=C1 (1r,4r)-4-((2-(4,6-Dichloro-6'-cyano-2'-fluoro-3'-(((S)-tetrahydrofuran-2-yl)methoxy)-[1,1'-biphenyl]-3-yl)-2-phenylethyl)amino)cyclohexane-1-carboxylate